3,6-Dimethyl-2-(3-pyridyl)-8-[(1R)-1-[2-(2,2,2-trifluoro-1-hydroxy-ethyl)anilino]ethyl]chromen-4-one CC1=C(OC2=C(C=C(C=C2C1=O)C)[C@@H](C)NC1=C(C=CC=C1)C(C(F)(F)F)O)C=1C=NC=CC1